[N+](=O)([O-])C1=C(C=CC=C1)N1C(C=CC1=O)=O 1-(2-nitrophenyl)-1H-pyrrole-2,5-dione